N-[4-[(3-chloro-4-fluorophenyl)amino]-7-methoxy-6-quinazolinyl]-2-propenamide ClC=1C=C(C=CC1F)NC1=NC=NC2=CC(=C(C=C12)NC(C=C)=O)OC